NCC1C(C(C2(C1(C=1C(=NC(=CC1O2)Cl)OC)O)C2=CC=C(C=C2)Br)C2=CC=CC=C2)CO 8-(aminomethyl)-5a-(4-bromophenyl)-3-chloro-7-(hydroxymethyl)-1-methoxy-6-phenyl-5a,6,7,8-tetrahydro-8aH-cyclopenta[4,5]furo[3,2-c]pyridin-8a-ol